N[C@@H](C(C)C)C(=O)N[C@@H](C)C(=O)N[C@@H](CCCCN)C(=O)N[C@@H](CCCCN)C(=O)N1[C@@H](CCC1)C(=O)N[C@@H](CCCCN)C(=O)O N2-[1-[N2-[N2-(N-L-valyl-L-alanyl)-L-lysyl]-lysyl]-L-prolyl]-L-Lysine